C(C)O[Si](CCCOCC(CS)S)(OCC)OCC 3-[3-(triethoxysilyl)propoxy]propane-1,2-dithiol